BrC=1C=C(C=C2C(=NNC12)N)C1=CC(=NC=C1)NC1CCC1 7-bromo-5-(2-(cyclobutylamino)pyridin-4-yl)-1H-indazol-3-amine